C(C)(=O)OCCCC r-butyl acetate